FC(C(=O)O)(F)F.C(C)(C)(C)CC(=O)NC1=C(C=C(C=C1)C1=C(C(=CC=C1)C1=CC(=CC=C1)N1CCC(CC1)N)O)F tert-butyl-N-(3''-(4-aminopiperidin-1-yl)-3-fluoro-2'-hydroxy-[1,1':3',1''-terphenyl]-4-yl)acetamide 2,2,2-trifluoroacetate